8-chloro-2-(morpholin-4-yl)-[1,7]naphthyridin-4-ol ClC=1N=CC=C2C(=CC(=NC12)N1CCOCC1)O